2,3'-dihydroxy-4,4'-dimethoxybenzophenone OC1=C(C(=O)C2=CC(=C(C=C2)OC)O)C=CC(=C1)OC